6-methylquinoline-7-carboxylic acid CC=1C=C2C=CC=NC2=CC1C(=O)O